ClCCC(=C(C1=CC=CC=C1)C1=CC=C(OCCN2CCC(CC2)CN2CCN(CC2)C=2C=C3C(N(C(C3=CC2F)=O)C2C(NC(CC2)=O)=O)=O)C=C1)C1=CC=CC=C1 5-(4-((1-(2-(4-(4-chloro-1,2-diphenylbut-1-en-1-yl)phenoxy)ethyl)piperidin-4-yl)methyl)piperazin-1-yl)-2-(2,6-dioxopiperidin-3-yl)-6-fluoroisoindoline-1,3-dione